(1R,5S,6r)-3-(5-(6-fluoro-2',7-dimethyl-1H,2'H-[3,4'-biindazol]-1-yl)pyridin-2-yl)-3-azabicyclo[3.1.0]hexane-6-carboxylic acid FC1=CC=C2C(=NN(C2=C1C)C=1C=CC(=NC1)N1C[C@H]2C([C@H]2C1)C(=O)O)C=1C2=CN(N=C2C=CC1)C